ClC1([C@H]([C@@H]1C1=CC(=C(C=C1)F)Cl)C(=O)OC)Cl |r| trans-rac-methyl 2,2-dichloro-3-(3-chloro-4-fluorophenyl)cyclopropane-1-carboxylate